CC1=NC=C(C(=O)OCC)C=C1NC1=NN(C2=NC(=NC=C21)NC=2C=NC=CC2)C ethyl 6-methyl-5-((1-methyl-6-(pyridin-3-ylamino)-1H-pyrazolo[3,4-d]pyrimidin-3-yl)amino)nicotinate